C1(=CC=C(C=C1)C=1C=CC2=C(C1)C=1N=CN=C(C1O2)C2=CC(=CC=C2)C2=CC=CC1=C2SC2=C1C=CC=C2)C2=CC=CC=C2 8-(biphenyl-4-yl)-4-[3-(dibenzothiophen-4-yl)phenyl]-[1]Benzofuro[3,2-d]Pyrimidine